6-bromo-4-chloro-1,2-benzoxazol-3-amine BrC1=CC2=C(C(=NO2)N)C(=C1)Cl